CC1=CC(=C(O1)C(=O)OCC)C(=O)OCC diethyl 5-methylfuran-2,3-dicarboxylate